1,3-bis(hydroxymethyl)cyclopentane OCC1CC(CC1)CO